C(C)(C)(C)OC(=O)N[C@@H](C)C(=O)OC[C@@H](C)NC(=O)C1=CC2=CC=CC(=C2C=C1)OC1=CC=C(C=C1)C(F)(F)F (R)-2-(5-(4-(trifluoromethyl)phenoxy)-2-naphthamido)propyl (tert-butoxycarbonyl)-L-alaninate